COC(=O)C=1N(C2=CC=CC=C2C1C#N)CC1=C(C(=CC=C1)F)Cl (2-chloro-3-fluorobenzyl)-3-cyano-1H-indole-2-carboxylic acid methyl ester